((4-(4-(((3R,4R)-1-(2-Cyanoacetyl)-4-methylpiperidin-3-yl)(methyl)amino)-7H-pyrrolo[2,3-d]pyrimidin-7-yl)-4-oxobutanoyl)oxy)methyl 5-((R)-1,2-dithiolan-3-yl)pentanoate S1S[C@@H](CC1)CCCCC(=O)OCOC(CCC(=O)N1C=CC2=C1N=CN=C2N(C)[C@H]2CN(CC[C@H]2C)C(CC#N)=O)=O